[3-fluoro-5-(1,1,2,2,3,3,3-heptafluoropropyl)-2-pyridyl]-5-nitro-2-(1-tetrahydrofuran-3-yltetrazol-5-yl)sulfanyl-benzamide FC=1C(=NC=C(C1)C(C(C(F)(F)F)(F)F)(F)F)C=1C(=C(C(=O)N)C=C(C1)[N+](=O)[O-])SC1=NN=NN1C1COCC1